ClC=1C2=C(N=C(N1)SC)CN(CC2)C2=CC=CC1=CC=CC(=C21)Cl 4-chloro-7-(8-chloronaphthalen-1-yl)-2-(methylthio)-5,6,7,8-tetrahydropyrido[3,4-d]Pyrimidine